3-fluoro-5-((7-(methylsulfonyl)-2,3-dihydrospiro[indene-1,2'-[1,3]dioxolane]-4-yl)oxy)benzonitrile FC=1C=C(C#N)C=C(C1)OC1=C2CCC3(OCCO3)C2=C(C=C1)S(=O)(=O)C